C1=C(C=CC2=CC=CC=C12)C1=CC=C(C=C1)C=1N=NNC1C(=O)O 4-(4-(naphthalen-2-yl)phenyl)-1H-1,2,3-triazole-5-carboxylic acid